FC1(CN(C1)C(=O)OC(C)(C)C)C1=C(C=CC=C1)F tert-butyl 3-fluoro-3-(2-fluorophenyl)azetidine-1-carboxylate